6-[4-[4-(3-Hydroxyphenyl)naphthalene-1-carbonyl]piperazin-1-yl]-N-(3,3,3-trifluoropropylsulfonyl)pyridazine-3-carboxamide OC=1C=C(C=CC1)C1=CC=C(C2=CC=CC=C12)C(=O)N1CCN(CC1)C1=CC=C(N=N1)C(=O)NS(=O)(=O)CCC(F)(F)F